3-{3-methyl-2-oxo-5-[(1r,4r)-4-(piperazin-1-yl)cyclohexyl]-1,3-benzodiazol-1-yl}piperidine-2,6-dione CN1C(N(C2=C1C=C(C=C2)C2CCC(CC2)N2CCNCC2)C2C(NC(CC2)=O)=O)=O